ClC1=NC=C(C(=C1)C1=C(C=NC(=C1)C)C(=O)NC=1SC2=C(N1)CC[C@H](C2)C(=O)N[C@@H]2[C@@H](CC2)O)OC (R)-2-(2'-Chloro-5'-methoxy-6-methyl-[4,4'-bipyridine]-3-carboxamido)-N-((1S,2R)-2-hydroxycyclobutyl)-4,5,6,7-tetrahydrobenzo[d]thiazole-6-carboxamide